FC(C=1C(=C(C=CC1)[C@@H](C)NC1=CN=NC2=CC=C(C=C12)N1CC(C1)(C)OC)F)F (R)-N-(1-(3-(difluoromethyl)-2-fluorophenyl)ethyl)-6-(3-methoxy-3-methylazetidin-1-yl)cinnoline-4-Amine